NC1=NC(=C(C=2N1C(N(N2)C(C)C2=C(C=C(C=C2)F)F)=O)C2=CC(=NC(=C2)C)C)C2=CC=CC=C2 5-amino-2-[1-(2,4-difluorophenyl)ethyl]-8-(2,6-dimethyl-4-pyridinyl)-7-phenyl-[1,2,4]triazolo[4,3-c]pyrimidin-3-one